C(CCC)OC(=O)C=1C(N(C2=C(C(=C(C=C2C1F)F)F)OC)C1CC1)=O 1-cyclopropyl-6,7-difluoro-8-methoxyfluoroquinolone-3-carboxylic acid butyl ester